FC(OC1=CC(=C(C=C1)C=1CCCC2=C(C1C1=CC=C(C=C1)CC1CN(C1)CCCF)C=CC=C2)C)F 8-(4-(Difluoromethoxy)-2-methylphenyl)-9-(4-((1-(3-fluoropropyl)azetidin-3-yl)methyl)phenyl)-6,7-dihydro-5H-benzo[7]annulen